methyl (3-formyl-1H-indol-1-yl)decanoate C(=O)C1=CN(C2=CC=CC=C12)C(C(=O)OC)CCCCCCCC